(3-chloro-5-(trifluoromethyl)pyridin-2-yl)-6-hydroxybenzothiazol-2(3H)-one ClC=1C(=NC=C(C1)C(F)(F)F)N1C(SC2=C1C=CC(=C2)O)=O